ClC1=C(C=CC=C1F)C1=CN(C(N(C1=O)CC(=O)O)=O)CC(N1CCC(CC1)N1C(NC2=C(CC1)C=CC=C2)=O)=O (5-(2-chloro-3-fluoro-phenyl)-2,6-dioxo-3-{2-oxo-2-[4-(2-oxo-1,2,4,5-tetrahydro-benzo[d][1,3]diazepin-3-yl)-piperidin-1-yl]-Ethyl}-3,6-dihydro-2H-pyrimidin-1-yl)-acetic acid